hexaanimine platinum tetrachloride [Pt](Cl)(Cl)(Cl)Cl.C(CCCCC)=N